tert-butyl (6R,9R)-2-(methylthio)-4-(((trifluoromethyl) sulfonyl) oxy)-5,6,7,9-tetrahydro-8H-6,9-methanopyrimido[4,5-c]azepine-8-carboxylate CSC=1N=C(C2=C([C@@H]3N(C[C@H](C2)C3)C(=O)OC(C)(C)C)N1)OS(=O)(=O)C(F)(F)F